Tert-butyl (1-methyl-4-oxo-5-(2,2,2-trifluoroethyl)-4,5-dihydro-1H-pyrrolo[3,2-c]pyridin-3-yl)carbamate CN1C=C(C=2C(N(C=CC21)CC(F)(F)F)=O)NC(OC(C)(C)C)=O